NC=1C(=NC=C(N1)N1C[C@@H]2[C@]([C@@H]2CC1)(C1=C(C=CC=C1)F)CN)SC1=C2C=CC=NC2=C(C=C1)C(=O)N 5-((3-amino-5-((1S,6R,7R)-7-(aminomethyl)-7-(2-fluorophenyl)-3-azabicyclo[4.1.0]heptan-3-yl)pyrazin-2-yl)thio)quinoline-8-carboxamide